1,1-bis(5-tert-butyl-4-hydroxy-2-methylphenyl)-3-n-dodecyl-mercaptobutan C(C)(C)(C)C=1C(=CC(=C(C1)C(CC(C)CCCCCCCCCCCC)(C1=C(C=C(C(=C1)C(C)(C)C)O)C)S)C)O